3-[2-chloro-4-[methyl-(oxetan-3-yl)amino]phenyl]-1,4-oxazepan-4-carboxylic acid tert-butyl ester C(C)(C)(C)OC(=O)N1C(COCCC1)C1=C(C=C(C=C1)N(C1COC1)C)Cl